COC=1C=C(C=CC1NCC#CC=1N(C2=CC=CC(=C2C1)NC1CCC(CC1)N(C)C)CC(F)(F)F)S(=O)(=O)NC(C=C)=O N-(3-methoxy-4-{[3-(4-{[(1S,4S)-4-(dimethylamino)cyclohexyl]amino}-1-(2,2,2-trifluoroethyl)-1H-indol-2-yl)prop-2-yn-1-yl]amino}benzenesulfonyl)propenamide